O1C(CCCC1)ON O-(oxan-2-yl)hydroxylamine